CCCC(=O)O[C@@H]1C[C@H]2[C@]([C@@H]([C@H]([C@@H]([C@]23[C@@H](O[C@@H](C3=C1)OC(=O)C)OC(=O)C)O)O)C)(C)CCC(=C)C=C The molecule is a diterpenoid of the clerodane group isolated from the leaves and flowers of Casearia nigrescens. It exhibits cytotoxicity against A2780 human ovarian cancer cell line. It has a role as a metabolite and an antineoplastic agent. It is an acetate ester, a butyrate ester, a cyclic ether, a diterpenoid, an organic heterotricyclic compound, a secondary alcohol and a diol.